N-acryl-4,4-dimethylpiperidine C(=O)(C=C)N1CCC(CC1)(C)C